1-({3,4-difluoro-2-[(2-fluoro-4-iodophenyl)amino]phenyl}carbonyl)-3-({[(4-hydroxyphenyl)methyl]amino}methyl)azetidin-3-ol FC=1C(=C(C=CC1F)C(=O)N1CC(C1)(O)CNCC1=CC=C(C=C1)O)NC1=C(C=C(C=C1)I)F